FC(C(C)(C)NN)(F)F (1,1,1-Trifluoro-2-methylpropan-2-yl)hydrazine